O1C[C@@H](CC1)NC1CCC2=C(CC1)C=C(C=C2)C=2C=C1C(=NC2)NN=C1C1=CC2=C(C(NCCO2)=O)C=C1 8-[5-(7-{[(3R)-Oxolan-3-yl]amino}-6,7,8,9-tetrahydro-5H-benzo[7]annulen-2-yl)-1H-pyrazolo[3,4-b]pyridin-3-yl]-2,3,4,5-tetrahydro-1,4-benzoxazepin-5-one